6-(3-amino-2-chloro-6-fluorophenyl)-N-methyl-5H,6H,7H,8H-imidazo[1,5-a]pyridine-1-carboxamide NC=1C(=C(C(=CC1)F)C1CCC=2N(C1)C=NC2C(=O)NC)Cl